2-((2-(6-(2-Cyanopropan-2-yl)pyrimidin-4-yl)-1H-indol-5-yl)thio)-2-methylpropanoic acid C(#N)C(C)(C)C1=CC(=NC=N1)C=1NC2=CC=C(C=C2C1)SC(C(=O)O)(C)C